O=C[C@@H](O)[C@H](O)[C@H](O)[C@H](O)CO aldehydo-D-altrose